3-(1-tert-butyl-3-methyl-1H-pyrazol-5-yl)urea C(C)(C)(C)N1N=C(C=C1NC(N)=O)C